Cl.CC=1C(=C(C=2N(C3=CC=CC=C3SC2C1)CCN)C)C trimethyl-10H-phenothiazine-10-ethylamine hydrochloride